FC1=CC=C(C=2N=CSC21)C2CC(C2)O (1r,3r)-3-(7-fluorobenzo[d]thiazol-4-yl)cyclobutan-1-ol